[Na].NC=1SC=C(N1)/C(/C(=O)NC1C2SC=C(C(N2C1=O)C(=O)O)\C=C\C1=C(N=CS1)C)=N/OC 7-[(Z)-2-(2-aminothiazole-4-yl)-2-(methoxyimino)acetamido]-3-[(E)-2-(4-methylthiazol-5-yl)-vinyl]-8-oxo-5-thia-1-azabicyclo[4.2.0]oct-3-ene-2-carboxylic acid sodium